1,3-dimethyl-4-(4,4,5,5-tetramethyl-1,3,2-dioxaborolan-2-yl)-3,6-dihydro-2H-pyridine CN1CC(C(=CC1)B1OC(C(O1)(C)C)(C)C)C